C(CCCCCCC)OC(CCC1=CC(=C(C(=C1)N1N=C2C(=N1)C=CC(=C2)Cl)O)C(C)(C)C)=O.FC(OC2=C(C(=O)NCC1=NNC(=N1)C1=C(C(=CC=C1)O)OC)C=CC=C2)F 2-(difluoromethoxy)-N-((5-(3-hydroxy-2-methoxyphenyl)-1H-1,2,4-triazol-3-yl)methyl)benzamide octyl-3-[3-t-butyl-4-hydroxy-5-(5-chloro-2H-benzotriazol-2-yl)phenyl]propionate